imidazolium dicyanamide salt [N-](C#N)C#N.N1C=[NH+]C=C1